2-(6-Methoxy-2-methylquinolin-4-yl)-7-((2-methyl-1H-imidazol-1-yl)methyl)-5-(1-methyl-3-(trifluoromethyl)-1H-pyrazol-4-yl)-3,4-dihydroisoquinolin-1(2H)-one COC=1C=C2C(=CC(=NC2=CC1)C)N1C(C2=CC(=CC(=C2CC1)C=1C(=NN(C1)C)C(F)(F)F)CN1C(=NC=C1)C)=O